CC([C@H](C)O)(\C=C\[C@@H]1C(C(=CC1)C)(C)C)C (-)-(2S,4E)-3,3-dimethyl-5-[(1R)-2,2,3-trimethyl-3-cyclopenten-1-yl]-4-penten-2-ol